C(C)(C)(C)OC(=O)N1C(CCC1)C=1N(C2=CC(=CC=C2C(C1I)=O)Cl)C(C)C 2-(7-chloro-3-iodo-1-isopropyl-4-oxo-1,4-dihydroquinolin-2-yl)pyrrolidine-1-carboxylic acid tert-butyl ester